[2H]C1(CCNC2=C(C=CC=C12)C)N 4-deuterio-8-methyl-2,3-dihydro-1H-quinolin-4-amine